(E)-8-(3,4-dimethoxystyryl)-1,3-diethyl-7-methyl-1H-purine-2,6(3H,7H)-dione COC=1C=C(/C=C/C2=NC=3N(C(N(C(C3N2C)=O)CC)=O)CC)C=CC1OC